C1CCC2=C(C=3CCCC3C=C12)NC(=O)NS(=O)(=O)\C=C\C(C)(C)N(C)CC(C)C (E)-N-((1,2,3,5,6,7-hexahydro-s-indacen-4-yl)carbamoyl)-3-(isobutyl-(methyl)amino)-3-methylbut-1-en-1-sulfonamide